OC(=CC=CC(=O)OO)C=CC=CCCCCCCCCCCC 5(S)-hydroxyPeroxyeicosatetraenoic acid